CC=1C=C(C=CC1OC(F)(F)F)B(O)O 3-methyl-4-(trifluoromethoxy)phenylboronic acid